C=C(C=O)Br alpha-bromoacrolein